C(CC)[Sn](Cl)(Cl)Cl n-propyl-tin trichloride